4-hydroxyspiro[benzofuran-3,1'-cyclopropane]-2-one OC1=CC=CC2=C1C1(CC1)C(O2)=O